(2-fluorovinyl-4-methylbenzene) carbonate C(O)(O)=O.FC=CC1=CC=C(C=C1)C